6-(4-Fluoro-2-(4-methylisoxazol-3-yl)phenyl)isoindolin-1-one FC1=CC(=C(C=C1)C1=CC=C2CNC(C2=C1)=O)C1=NOC=C1C